5-benzyl-4-(1H-indol-2-yl)-N-methoxy-2-carbonyl-2,5-dihydrofuran-3-carboxamide C(C1=CC=CC=C1)C1C(=C(C(O1)=C=O)C(=O)NOC)C=1NC2=CC=CC=C2C1